cyclopentadienylcarbazole iron (II) hexafluorophosphate F[P-](F)(F)(F)(F)F.[Fe+2].C1(C=CC=C1)C1=CC=CC=2C3=CC=CC=C3NC12.F[P-](F)(F)(F)(F)F